N-([1,1'-biphenyl]-3-yl)-7-(imidazo[1,2-b]pyridazin-3-ylethynyl)-6-methylbenzo[d]isoxazol-3-amine C1(=CC(=CC=C1)NC1=NOC2=C1C=CC(=C2C#CC2=CN=C1N2N=CC=C1)C)C1=CC=CC=C1